NC1=C(C(=NC(=C1F)C1=CC=C2C=CNC2=C1F)C(=O)OC)Cl methyl 4-amino-3-chloro-5-fluoro-6-(7-fluoro-1H-indol-6-yl)pyridine-2-carboxylate